iron nickel molybdenum sulfide [Mo]=S.[Ni].[Fe]